C(C)C1=C(C=CC(=C1)CCCCCCCCC)NC1=C(C=C(C=C1)CCCCCCCCC)CC di(2-ethyl-4-nonylphenyl)amine